tert-butyl 2-(1H-pyrazol-4-yl)morpholine-4-carboxylate N1N=CC(=C1)C1CN(CCO1)C(=O)OC(C)(C)C